zinc eugenolate COC1=CC(=CC(=C1O)C(=O)O)CC=C.COC1=CC(=CC(=C1O)C(=O)O)CC=C.[Zn]